1-nitro-2-phenylpropan-2-ol [N+](=O)([O-])CC(C)(O)C1=CC=CC=C1